OC1=CC=C(C2=C1N=C(O2)N2CC1N(C(C2)C1)C(=O)OC(C)(C)C)C=1SC=C(N1)C tert-Butyl 3-(4-hydroxy-7-(4-methylthiazol-2-yl)benzo[d]oxazol-2-yl)-3,6-diazabicyclo[3.1.1]heptane-6-carboxylate